BrC1=C(C=CC(=C1)F)C=C(C(F)(F)F)Cl 2-bromo-1-(2-chloro-3,3,3-trifluoroprop-1-en-1-yl)-4-fluorobenzene